5,5-difluoro-3-(methylsulfonyl)-5,6-dihydro-4H-cyclopenta[c]thiophen-4-ol FC1(C(C=2C(=CSC2S(=O)(=O)C)C1)O)F